ethyl 4-aminobenzoate (ethyl-4-aminobenzoate) C(C)C1=C(C(=O)O)C=CC(=C1)N.NC1=CC=C(C(=O)OCC)C=C1